methyl 3,5-dimethoxy-4-bromomethylbenzoate COC=1C=C(C(=O)OC)C=C(C1CBr)OC